[1,2,4]triazolo[4,3-a]pyridin-3{2H}-one N=1NC(N2C1C=CC=C2)=O